1-(7-Methoxy-4-(1-methyl-3-phenyl-1H-pyrazol-4-yl)quinazolin-6-yl)ethan-1-ol ethyl-1-[6-(4,4-difluoropiperidin-1-yl)-5-fluoropyridin-3-yl]pyrazole-4-carboxylate C(C)C1=NN(C=C1C(=O)OC(C)C=1C=C2C(=NC=NC2=CC1OC)C=1C(=NN(C1)C)C1=CC=CC=C1)C=1C=NC(=C(C1)F)N1CCC(CC1)(F)F